C1(=CC=CC=C1)P(OC(C1=C(C=C(C=C1C)C)C)=O)(OCC)=O 2,4,6-trimethylbenzoyl ethyl phenylphosphonate